1-(1-oxo-5-((4-phenylpiperazin-1-yl)methyl)isoindolin-2-yl)dihydropyrimidine-2,4(1H,3H)-dione O=C1N(CC2=CC(=CC=C12)CN1CCN(CC1)C1=CC=CC=C1)N1C(NC(CC1)=O)=O